tert-butyl N-[2-[4-[4-[2-chloro-4-[[5-(2,3-difluoro-4-methoxy-phenyl)-1-methyl-imidazole-2-carbonyl]amino]benzoyl]piperazine-1-carbonyl]-1-piperidyl]ethyl]carbamate ClC1=C(C(=O)N2CCN(CC2)C(=O)C2CCN(CC2)CCNC(OC(C)(C)C)=O)C=CC(=C1)NC(=O)C=1N(C(=CN1)C1=C(C(=C(C=C1)OC)F)F)C